C(C1=CC=CC=C1)N1[C@H](CN(CC1)CC=1C=NC(=C(C1)OC)OC)C1=C(C=CC=C1)OC(C)C (2S)-1-benzyl-4-[(5,6-dimethoxypyridin-3-yl)methyl]-2-(2-isopropoxyphenyl)piperazine